3-bromo-4-methyl-1-phenyl-1H-pyrazole BrC1=NN(C=C1C)C1=CC=CC=C1